FC=1C=C(C=CC1OC(F)(F)F)NC1=NC=2C(N=C1NC1=CC(=C(C=C1)OC(F)(F)F)F)=NON2 N5,N6-bis(3-fluoro-4-(trifluoromethoxy)phenyl)-[1,2,5]oxadiazolo[3,4-b]pyrazine-5,6-diamine